3-carbamoyl-6-cyclopropyl-5-ethylpyrazin C(N)(=O)C=1C=NC(=C(N1)CC)C1CC1